1,9,10-hexadecanetriol C(CCCCCCCC(C(CCCCCC)O)O)O